boron-manganese [Mn].[B]